(5-(2,4,5-trifluoro-3-methoxyphenyl)thiophene-2-carbonyl)proline tert-butyl ester C(C)(C)(C)OC([C@H]1N(CCC1)C(=O)C=1SC(=CC1)C1=C(C(=C(C(=C1)F)F)OC)F)=O